NC1=CC(=NC=C1C(=O)N1CCC=2N(N=C3CCN(C(C1C23)C)C(C=C)=O)C2=CC=C(C=C2)C(C)C)C(F)(F)F 1-(5-(4-amino-6-(trifluoromethyl)nicotinoyl)-2-(4-isopropylphenyl)-6-methyl-2,3,4,5,5a,6,8,9-octahydro-7H-1,2,5,7-tetraazabenzo[cd]azulen-7-yl)prop-2-en-1-one